6-cyclopropyl-2-(4,4-difluoroazepan-1-yl)-N-(2-sulfamoylpyridin-4-yl)-5-(trifluoromethyl)nicotinamide C1(CC1)C1=NC(=C(C(=O)NC2=CC(=NC=C2)S(N)(=O)=O)C=C1C(F)(F)F)N1CCC(CCC1)(F)F